NC=1C=C2C(=C(C=NC2=CC1OCC)C#N)NC1=CC(=C(C=C1)OCC1=NC=CC=C1)Cl 6-amino-4-[3-chloro-4-(2-pyridylmethoxy)anilino]-7-ethoxy-3-quinolinecarbonitrile